((2R,3R,4R,5R)-4-acetoxy-5-(4,6-dichloro-1H-pyrazolo[3,4-d]pyrimidin-1-yl)-3-ethyl-3-hydroxytetrahydrofuran-2-yl)benzoic acid methyl ester COC(C1=C(C=CC=C1)[C@H]1O[C@H]([C@@H]([C@@]1(O)CC)OC(C)=O)N1N=CC=2C1=NC(=NC2Cl)Cl)=O